CC1=CC=CC=2N(N=NC21)CCCS(=O)(=O)C 4-methyl-1-[3-(methylsulfonyl)propyl]-1H-benzotriazole